cis-5-methyl-8-((4-((oxetan-3-ylmethyl)(phenyl)amino)cyclohexyl)amino)-6-oxo-5,6-dihydro-1,5-naphthyridine-2-carbonitrile CN1C=2C=CC(=NC2C(=CC1=O)N[C@@H]1CC[C@@H](CC1)N(C1=CC=CC=C1)CC1COC1)C#N